ClC1=C(C=CC(=C1)Cl)CS(=O)(=O)NC1=C(N=CS1)C(=O)O 5-{[(2,4-dichlorophenyl)methyl]sulfonylamino}-1,3-thiazole-4-carboxylic acid